2-(2-propyl)-5-methylcyclohexan-1-ol CC(C)C1C(CC(CC1)C)O